(E)-3-(6-fluoro-1-(4-fluoro-3-methylphenyl)-5-hydroxy-2-isopropyl-1H-indol-3-yl)acrylic acid FC1=C(C=C2C(=C(N(C2=C1)C1=CC(=C(C=C1)F)C)C(C)C)/C=C/C(=O)O)O